FC=1C=C(C=CC1[N+](=O)[O-])[C@H](C)NS(=O)C(C)(C)C N-((S)-1-(3-fluoro-4-nitrophenyl)ethyl)-2-methylpropane-2-sulfinamide